O1COC2=C1C=CC(=C2)SC2=CC1=C(OCO1)C=C2 bis(benzo[d][1,3]dioxol-5-yl) thioether